FC1=C(C(=O)O[C@H]2[C@@H](OC3=CC(=CC(=C3C2)O)O)C2=CC(=C(C=C2)O)O)C=C(C(=C1O)O)O (2s,3r)-2-(3,4-dihydroxyphenyl)-5,7-dihydroxychroman-3-yl 2-fluoro-3,4,5-trihydroxybenzoate